Cl.N[C@H]1CN(CC1)C(=O)NC1=NC(N(C=C1)C1=CC=C(C=C1)CN1CCC(CC1)N)=O (R)-3-amino-N-(1-(4-((4-aminopiperidin-1-yl)methyl)phenyl)-2-oxo-1,2-dihydropyrimidin-4-yl)pyrrolidine-1-carboxamide hydrochloride salt